2-(5-bromopyridin-3-yl)-2-methylpropanenitrile BrC=1C=C(C=NC1)C(C#N)(C)C